C(C)(C)(C)OC(NCCOCCOCCOCCS(=O)(=O)C1=CC=C(C=C1)NCC#C)=O.C(C)(C)(C)OC(=O)NC1=CC=C(CCCS(=O)(=O)O)C=C1.N(C(=O)N)C=1C=C(N)C=CC1 Meta-ureidoaniline 4-((tert-butoxycarbonyl)amino)phenethyl-methanesulfonate tert-butyl-N-(2-{2-[2-(2-{4-[(prop-2-yn-1-yl)amino]benzenesulfonyl}ethoxy)ethoxy]ethoxy}ethyl)carbamate